ClC1=CC(=C(C(=O)N2C[C@H](N(CC2)C=2C=CC(=NC2C(=O)N[C@H]2CNCC2)C=2C(=NC=CC2)OCC)CC)C=C1)C(F)F 5-[(2R)-4-[4-chloro-2-(difluoromethyl)benzoyl]-2-ethylpiperazin-1-yl]-2'-ethoxy-N-[(3R)-pyrrolidin-3-yl]-[2,3'-bipyridine]-6-carboxamide